2-[(3R)-oxan-3-yl]quinolin O1C[C@H](CCC1)C1=NC2=CC=CC=C2C=C1